N-(3-chloro-2,4-difluorophenyl)-7-fluoro-6-nitroquinazolin-4-amine ClC=1C(=C(C=CC1F)NC1=NC=NC2=CC(=C(C=C12)[N+](=O)[O-])F)F